4-(6-chloro-4-methoxypyridin-3-yl)piperazine-1-carboxylic acid tert-butyl ester C(C)(C)(C)OC(=O)N1CCN(CC1)C=1C=NC(=CC1OC)Cl